5-methoxy-N-(5-((5-(4-(2-oxopyrrolidin-1-yl)phenyl)pyridin-2-yl)amino)pyridin-3-yl)-1H-benzo[d]imidazole-7-carboxamide COC1=CC2=C(NC=N2)C(=C1)C(=O)NC=1C=NC=C(C1)NC1=NC=C(C=C1)C1=CC=C(C=C1)N1C(CCC1)=O